3-(2,6-dichloro-3,5-dimethoxyphenyl)-7-(phenylamino)-1-(piperidin-4-yl)-3,4-dihydropyrimido[4,5-d]pyrimidin-2(1H)-one ClC1=C(C(=C(C=C1OC)OC)Cl)N1C(N(C2=NC(=NC=C2C1)NC1=CC=CC=C1)C1CCNCC1)=O